NO[C@@H](COC1=CC2=CN([N+](=C2C=C1)CC(CO)O)CC1CN(C1)C(=O)OC(C)(C)C)C(=O)OC(C)(C)C 5-((S)-2-(aminooxy)-3-(tert-butoxy)-3-oxopropoxy)-2-((1-(tert-butoxycarbonyl)azetidin-3-yl)methyl)-1-(2,3-dihydroxypropyl)-2H-indazol-1-ium